N-(trans-3-morpholinocyclobutyl)-5-(quinolin-6-yl)pyrrolo[2,1-f][1,2,4]triazin-2-amine O1CCN(CC1)[C@@H]1C[C@H](C1)NC1=NN2C(C=N1)=C(C=C2)C=2C=C1C=CC=NC1=CC2